[Cl-].CN1C(C2=CC(=CC=C2C=C1)C=1C=CC2=C(NC(=N2)C[NH3+])C1)=O (6-(2-methyl-1-oxo-1,2-dihydroisoquinolin-7-yl)-1H-benzo[d]imidazol-2-yl)methanaminium chloride